N-(1-(4-bromobenzyl)-5-cyano-7-methoxy-1H-Benzo[d]imidazol-2-yl)-1-ethyl-3-methyl-1H-pyrazole-5-carboxamide BrC1=CC=C(CN2C(=NC3=C2C(=CC(=C3)C#N)OC)NC(=O)C3=CC(=NN3CC)C)C=C1